methyl 5-amino-6-((4-cyanophenyl)amino)nicotinate NC=1C(=NC=C(C(=O)OC)C1)NC1=CC=C(C=C1)C#N